tert-butyl (3-(3-(6-fluoro-1-(2-(4-methylpiperazin-1-yl)ethyl)-1H-benzo[d]imidazol-2-yl)-1H-indazole-5-carboxamido)propyl)carbamate FC=1C=CC2=C(N(C(=N2)C2=NNC3=CC=C(C=C23)C(=O)NCCCNC(OC(C)(C)C)=O)CCN2CCN(CC2)C)C1